1-((2R,3R,4R,5R)-3-Fluoro-4-Hydroxy-5-(hydroxymethyl)-3-methyltetrahydrofuran-2-yl)pyrimidin-2,4(1H,3H)-dion F[C@]1([C@@H](O[C@@H]([C@H]1O)CO)N1C(NC(C=C1)=O)=O)C